C(C)(=O)N1\C(\C(C2=CC=CC=C12)=O)=C/C1=NC2=CC=C(C=C2C=C1)C(=O)N1CCN(CC1)C(=O)OC(C)(C)C tert-butyl (Z)-4-(2-((1-acetyl-3-oxoindolin-2-ylidene)methyl) quinoline-6-carbonyl)piperazine-1-carboxylate